N'-(1-methylpiperidin-4-yl)cyclopropane-1,1-dicarboxamide CN1CCC(CC1)NC(=O)C1(CC1)C(=O)N